3,4-dimethyl-5-[sulfamoyl(tetrahydropyran-4-yl)amino]isoxazole trifluoroacetate FC(C(=O)O)(F)F.CC1=NOC(=C1C)N(C1CCOCC1)S(N)(=O)=O